5-(2-amino-[1,2,4]triazolo[1,5-a]pyridin-7-yl)-N-(3-(cyclopentyloxy)benzyl)-2-methoxynicotinamide NC1=NN2C(C=C(C=C2)C=2C=NC(=C(C(=O)NCC3=CC(=CC=C3)OC3CCCC3)C2)OC)=N1